cyclodecyl acetate C(C)(=O)OC1CCCCCCCCC1